ClC=1C=NN2C1C(=CC(=C2)C=2N=NN(C2C)C2CCN(CC2)C(=O)OC(C)(C)C)OCC(=O)C2=NC=C(C=C2)F tert-butyl 4-[4-[3-chloro-4-[2-(5-fluoro-2-pyridyl)-2-oxo-ethoxy]pyrazolo[1,5-a]pyridin-6-yl]-5-methyl-triazol-1-yl]piperidine-1-carboxylate